N1(CCNCC1)C1=NC=CC(=N1)NC1=CC=C(C=C1)C1=NN=C(O1)N 5-(4-((2-(piperazin-1-yl)pyrimidin-4-yl)amino)phenyl)-1,3,4-oxadiazol-2-amine